N-[5-(1H-benzimidazol-2-yl)-1-(2-hydroxyethyl)pyrazol-3-yl]-6-[4-(2-methoxyethyl)piperazin-1-yl]pyridine-3-carboxamide N1C(=NC2=C1C=CC=C2)C2=CC(=NN2CCO)NC(=O)C=2C=NC(=CC2)N2CCN(CC2)CCOC